COC1=CC(=C(C=C1)OCCC(F)(F)F)[N+](=O)[O-] 4-methoxy-2-nitro-1-(3,3,3-trifluoropropoxy)benzene